ClC1=C(C=CC=C1)CC(=O)NC1=CC(=C(C=C1)N1C(C=CC=C1)=O)S(N)(=O)=O 2-(2-Chlorophenyl)-N-[4-(2-oxopyridin-1(2H)-yl)-3-sulfamoylphenyl]acetamide